C(C)(C)(C)C=1C=CC=2N(C1)C(=CN2)C2=CC=CC(=N2)NC2CC(C2)N N1-(6-(6-(tert-butyl)-imidazo[1,2-a]pyridin-3-yl)pyridin-2-yl)-cyclobutane-1,3-diamine